BrC1=CC=CC(=N1)C[C@H](CO)NC(OC(C)(C)C)=O tertbutyl (R)-(1-(6-bromopyridin-2-yl)-3-hydroxypropan-2-yl)carbamate